6-(4-fluoro-3-methylphenyl)-2-methyl-N-{1-[3-(1-methyl-1H-pyrazol-4-yl)phenyl]ethyl}pyrimidin FC1=C(C=C(C=C1)C1=CC=NC(N1C(C)C1=CC(=CC=C1)C=1C=NN(C1)C)C)C